6-butyl-5-(2,6-dimethoxyphenyl)-3-[4-(4-methoxyphenyl)piperazine-1-carbonyl]pyridine-2,4-diol C(CCC)C1=C(C(=C(C(=N1)O)C(=O)N1CCN(CC1)C1=CC=C(C=C1)OC)O)C1=C(C=CC=C1OC)OC